CO[Si](CCCNCCNCCC[Si](OC)(OC)OC)(OC)OC N,N'-bis[3-(trimethoxysilyl)propyl]ethane-1,2-diamine